C1(CC1)S(=O)(=O)N1N=CC(=C1)C1=NC=CC(=N1)NC1=CC(=C(C=N1)C1=CC=C(N=N1)C(C)(C)O)NC1CCC(CC1)C(C)(C)O 2-(6-(6-((2-(1-(Cyclopropylsulfonyl)-1H-pyrazol-4-yl)pyrimidin-4-yl)amino)-4-(((1s,4s)-4-(2-hydroxypropan-2-yl)cyclohexyl)amino)pyridin-3-yl)pyridazin-3-yl)propan-2-ol